2-[6-amino-5-(2,6-dichloro-benzyloxy)-pyridin-3-yl]-pyrrole-1-carboxylic acid tert-butyl ester C(C)(C)(C)OC(=O)N1C(=CC=C1)C=1C=NC(=C(C1)OCC1=C(C=CC=C1Cl)Cl)N